6-chloro-2,7-naphthyridine-1,3(2H,4H)-dione Methyl-6-chloro-4-(2-methoxy-2-oxoethyl)nicotinate COC(C1=CN=C(C=C1CC(=O)OC)Cl)=O.ClC=1C=C2CC(NC(C2=CN1)=O)=O